CC1=CC(=C(C=C1)C(C)C)O The molecule is a phenol that is a natural monoterpene derivative of cymene. It has a role as a volatile oil component. It is a member of phenols and a monoterpenoid. It derives from a hydride of a p-cymene.